C1(CC1)COC1=C(C=CC(=N1)C(=O)N[C@@H](CC(C)C)C(=O)OCCCF)N1CC(C1)OC 3-Fluoropropyl N-[6-(cyclopropylmethoxy)-5-(3-methoxyazetidin-1-yl) pyridine-2-carbonyl]-L-leucinate